ClC=1C=C2C(=NN=C(C2=CC1N1CCN(CC1)C)N[C@H](C)C=1C(=C(C#N)C=CC1)C)C (R)-3-(1-((6-chloro-4-methyl-7-(4-methylpiperazin-1-yl)phthalazin-1-yl)amino)ethyl)-2-methylbenzonitrile